(R)-4-cyano-4-methyl-N-((2-phenyl-1,6-naphthyridin-7-yl)methyl)isochromane-6-carbothioamide C(#N)[C@@]1(COCC2=CC=C(C=C12)C(NCC1=NC=C2C=CC(=NC2=C1)C1=CC=CC=C1)=S)C